1-(5-(4,4-Dimethylpiperidin-1-yl)pyrazin-2-yl)-5,7-difluoro-1H-benzo[d][1,2,3]triazol-6-ol CC1(CCN(CC1)C=1N=CC(=NC1)N1N=NC2=C1C(=C(C(=C2)F)O)F)C